NC1=NC=CC=C1C1=NC=2C(=NC(=CC2)Br)N1C=1C=C2CC[C@@H](C2=CC1)NC(=O)C1=NC=CN=C1C (S)-N-(5-(2-(2-aminopyridin-3-yl)-5-bromo-3H-imidazo[4,5-b]pyridin-3-yl)-2,3-dihydro-1H-inden-1-yl)-3-methylpyrazine-2-carboxamide